C(C)OC1=C(C=CC(=N1)C1=CC=C(N=N1)N(C1C[C@H]2CC[C@@H](C1)N2)C)C=2C=NNC2 (1R,3R,5S)-N-{6-[6-ethoxy-5-(1H-pyrazol-4-yl)pyridin-2-yl]pyridazin-3-yl}-N-methyl-8-azabicyclo[3.2.1]octan-3-amine